(11-amino-3-cyclopropyl-7-isopropyl-6,7-dihydroisoxazolo[4,3-c]pyrimido[5',4':4,5]pyrrolo[3,2-e]azepin-5(4H)-yl)(cyclopropyl)methanone NC1=NC=NC2=C1C=1C=3C(CN(CC1N2C(C)C)C(=O)C2CC2)=C(ON3)C3CC3